(1S,2S)-cyclohexane-1,2-dicarboxaldehyde [C@H]1([C@H](CCCC1)C=O)C=O